N1=C(C=CC=C1)CC1(CC1)N 1-(2-pyridylmethyl)cyclopropanamine